(R)-3-chloro-N-(6-(2-chloro-5-fluorophenyl)-2,2-difluoro-8-oxo-7,8-dihydro-6H-[1,3]dioxolo[4,5-e]isoindol-5-yl)-5-fluorobenzamide ClC=1C=C(C(=O)NC=2C=C3C(=C4C(N[C@H](C24)C2=C(C=CC(=C2)F)Cl)=O)OC(O3)(F)F)C=C(C1)F